NN(C1=CC=CC=C1)C=1C(=C(C(=O)N)C=CC1)C1=NC=CC=N1 (aminophenylamino)pyrimidylbenzamide